FC1(CCC(CC1)\C=N/[S@](=O)C(C)(C)C)F (R,Z)-N-((4,4-Difluorocyclohexyl)methylene)-2-methylpropane-2-sulfinamide